N1(CCOCC1)CC1=CC=C(C=C1)CNCC=1C=C(C#N)C=CC1 3-[({[4-(morpholin-4-ylmethyl)phenyl]methyl}-amino)methyl]benzonitrile